3-(2,6-difluoro-3,5-dimethoxyphenyl)-1-ethyl-8-(morpholin-4-ylmethyl)-1,3,4,7-tetrahydro-2H-pyrrolo[3',2':5,6]pyrido[4,3-d]pyrimidin-2-one besylate S(=O)(=O)(O)C1=CC=CC=C1.FC1=C(C(=C(C=C1OC)OC)F)N1C(N(C2=C(C1)C=NC1=C2C=C(N1)CN1CCOCC1)CC)=O